S1C(=NC2=C1C=CC=C2)NC2=C(C=C(N=N2)N(C=2SC(=C(N2)C(=O)O)CC(COC2=C(C=C(C=C2)C#CCN(C)C)F)(C)C)C)C 2-({6-[(1,3-Benzothiazol-2-yl)amino]-5-methylpyridazin-3-yl}(methyl)amino)-5-(3-{4-[3-(dimethylamino)prop-1-yn-1-yl]-2-fluorophenoxy}-2,2-dimethylpropyl)-1,3-thiazole-4-carboxylic acid